O.S(=O)(=O)([O-])[O-].[Cu+2] Copper sulfate hydrate